ClC=1C=CC(=C2C3(NC(NC12)=O)CCCCC3)C=3C=CC(=C(C(=O)O)C3)F 5-[(8'-chloro-2'-oxo-2',3'-dihydro-1'H-spiro[cyclohexane-1,4'-quinazolin]-5'-yl)]-2-fluorobenzoic acid